L-2-Keto-4,5-dihydroxyvaleric Acid O=C(C(=O)O)C[C@@H](CO)O